O1CC(C1)N1CCN(CC1)C(C(=O)N)CC 2-(4-(oxetan-3-yl)piperazin-1-yl)butanamide